(3R,6S,22S)-6'-CHLORO-3',4'-DIHYDRO-2'H,15H-SPIRO[10,20-DIOXA-13-THIA-1,14-DIAZATETRACYCLO[14.7.2.03,6.019,24]PENTACOSA-16,18,24-TRIENE-22,1'-NAPHTHALEN]-15-ONE 13,13-DIOXIDE ClC=1C=C2CCC[C@@]3(C2=CC1)COC1=CC=C2C(NS(CCOCCC[C@@H]4CC[C@H]4CN(C3)C1=C2)(=O)=O)=O